FC(C1=C(C(=NC=C1)C1=NC(=CC=C1)C)C=1C=CC=2N(C1)C(=CN2)C#N)F 6-(4-(Difluoromethyl)-6'-methyl-[2,2'-bipyridin]-3-yl)imidazo[1,2-a]pyridin-3-carbonitril